C(CCCC=C)[Si](O[Si](CC)(CC)CC)(CC)CCCCC=C di(5-hexenyl)-tetraethyldisiloxane